(β-L-rhamnopyranosyl)ferulic acid amide [C@H]1([C@H](O)[C@H](O)[C@@H](O)[C@@H](O1)C)/C(/C(=O)N)=C\C1=CC(OC)=C(O)C=C1